FC1(CCC(CC1)NC1=NC(=CC(=C1)N1N=C(C=C1)C)N1N=C(C=C1)C)F N-(4,4-difluorocyclohexyl)-4,6-bis(3-methyl-1H-pyrazol-1-yl)pyridin-2-amine